6-chloro-4-[(3R,4S)-4-[2-methoxy-4-(trifluoromethoxy)anilino]-3-methyl-1-piperidinyl]-1-methyl-2-oxo-quinoline-3-carbonitrile ClC=1C=C2C(=C(C(N(C2=CC1)C)=O)C#N)N1C[C@H]([C@H](CC1)NC1=C(C=C(C=C1)OC(F)(F)F)OC)C